methyl 4-(2-(1,2-difluoroethyl)-3-fluorophenyl)-2-(fluoromethyl)-5-oxo-1,4,5,7-tetrahydrofurano[3,4-b]pyridine-3-carboxylate FC(CF)C1=C(C=CC=C1F)C1C2=C(NC(=C1C(=O)OC)CF)COC2=O